C(C1=CC=CC=C1)(=O)N1CC2=CC=CC(=C2CC1)Br 2-benzoyl-5-bromo-1,2,3,4-tetrahydroisoquinoline